ClC=1C(=CC2=C(C=3N(C4C(O2)CCC4)C=C(C(C3)=O)C(=O)O)C1)OC 12-chloro-11-methoxy-2-oxo-5a,7,8,8a-tetrahydro-2H,6H-benzo[f]cyclopenta[b]pyrido[1,2-d][1,4]oxazepine-3-carboxylic acid